ethyl 3-((2-((2-((dimethylamino)methyl)-2,3-dihydrobenzo[b][1,4]dioxin-6-yl)amino)pyrimidin-4-yl)amino)quinoline-2-carboxylate CN(C)CC1COC2=C(O1)C=CC(=C2)NC2=NC=CC(=N2)NC=2C(=NC1=CC=CC=C1C2)C(=O)OCC